CC1=C(SC2=C1N=CN=C2N2CCOCC2)C(=O)N 7-methyl-4-morpholinothieno[3,2-d]pyrimidine-6-carboxamide